O1COC2=C1C=CC(=C2C2=C(C=CC=1OCOC12)P(C1=CC(=CC(=C1)C)C)C1=CC(=CC(=C1)C)C)P(C1=CC(=CC(=C1)C)C)C1=CC(=CC(=C1)C)C [(4R/S)-(4,4'-bi-1,3-benzodioxole)-5,5'-diyl]bis[bis(3,5-dimethylphenyl)phosphine]